3-{5-[2-(2-Ethoxyethoxy)ethoxy]pentyl}urea C(C)OCCOCCOCCCCCNC(N)=O